2-(methylsulphinyl)-4-(3-(prop-2-yn-1-yloxy)phenyl)-6-(trifluoromethyl)pyrimidine CS(=O)C1=NC(=CC(=N1)C1=CC(=CC=C1)OCC#C)C(F)(F)F